cerium naphthoate C1(=CC=CC2=CC=CC=C12)C(=O)[O-].[Ce+3].C1(=CC=CC2=CC=CC=C12)C(=O)[O-].C1(=CC=CC2=CC=CC=C12)C(=O)[O-]